5,7-dimethyl-3-(2-(3-(4-n-butylphenyl)-4-oxothiazolidin-2-ylidene)hydrazono)indol-2-one CC=1C=C2C(C(NC2=C(C1)C)=O)=NN=C1SCC(N1C1=CC=C(C=C1)CCCC)=O